bis(2-ethyl-hexyl)amine C(C)C(CNCC(CCCC)CC)CCCC